2-((2,2-dimethyl-1,3-dioxan-5-yl)methoxy)-N,N-diethylethan-1-amine CC1(OCC(CO1)COCCN(CC)CC)C